2-(4-(5-chloro-2-(4-chloro-1H-1,2,3-triazol-1-yl)phenyl)-2,5-dioxapiperazin-1-yl)-3-cyclobutyl-N-(2-methyl-2H-indazol-5-yl)propionamide ClC=1C=CC(=C(C1)N1CON(CO1)C(C(=O)NC1=CC2=CN(N=C2C=C1)C)CC1CCC1)N1N=NC(=C1)Cl